(2S)-2-(9H-fluoren-9-ylmethoxycarbonylamino)-3-(2-fluoro-3-iodophenyl)propionic acid C1=CC=CC=2C3=CC=CC=C3C(C12)COC(=O)N[C@H](C(=O)O)CC1=C(C(=CC=C1)I)F